N1(N=CC=C1)CC=1C=CC(=NC1OC)C(=O)NS(=O)(=O)C1=C(C=CC=C1OC)OCC 5-((1H-pyrazol-1-yl)methyl)-N-((2-ethoxy-6-methoxyphenyl)sulfonyl)-6-methoxypicolinamide